S1N=CC2=C1C=CC=C2N2CCN(CC2)C(CCC)N2N=C1C(=N2)C=CC=C1 1-(4-(4-benzisothiazolyl)piperazin-1-yl)butyl-2H-benzotriazol